C(=O)C1=C(C=CC2=C1NC(=N2)C2=CC=C(C(=O)O)C=C2)O 4-(7-formyl-6-hydroxy-1H-benzimidazol-2-yl)-benzoic acid